6-fluoro-5-(4-fluoro-1-(2-fluoroethyl)-2-methyl-1H-benzo[d]imidazol-6-yl)-N-((3R,4S)-3-fluoro-1-methylpiperidin-4-yl)-4-methoxypyrrolo[2,1-f][1,2,4]triazin-2-amine FC=1C(=C2C(=NC(=NN2C1)N[C@@H]1[C@@H](CN(CC1)C)F)OC)C=1C=C(C2=C(N(C(=N2)C)CCF)C1)F